P(OC1=C(C(=CC=C1)C)C)(OC1=C(C(=CC=C1)C)C)(OC1=C(C(=CC=C1)C)C)=S tri(xylyl) phosphorothioate